7-bromo-8-fluoro-3-isopropyl-3,4-dihydroquinoxalin-2(1H)-one BrC1=CC=C2NC(C(NC2=C1F)=O)C(C)C